C1(CCCCC1)C=1C=C2N(N=CC(=C2N[C@H]2C[C@H](CC2)NC(OC(C)(C)C)=O)C(N)=NC2=C(C=C(C=C2)O)CC)C1 tert-butyl N-[(1S,3R)-3-[[6-cyclohexyl-3-[N'-(2-ethyl-4-hydroxy-phenyl)carbamimidoyl]pyrrolo[1,2-b]pyridazin-4-yl]amino]cyclopentyl]carbamate